2-[(3aR,5S,6aS)-5-benzyl-octahydrocyclopenta[c]pyrrol-2-yl]-1-(4-hydroxyphenyl)ethan C(C1=CC=CC=C1)C1C[C@@H]2[C@@H](CN(C2)CCC2=CC=C(C=C2)O)C1